4-epoxycyclohexylsilane C12C(CC(CC1)[SiH3])O2